7-hydroxy-2-(1-methyl-2-oxabicyclo[2.1.1]hex-4-yl)imidazo[1,2-a]pyridine-6-carboxylic acid methyl ester COC(=O)C=1C(=CC=2N(C1)C=C(N2)C21COC(C2)(C1)C)O